3-((2,6-diisopropylphenyl)imino)-1-(4-methylbenzyl)indolin-2-one bis[2-t-butyl-6-methyl-4-{2-(octadecyloxycarbonyl)ethyl}phenyl]hydrogenphosphite C(C)(C)(C)C1=C(C(=CC(=C1)CCC(=O)OCCCCCCCCCCCCCCCCCC)C)OP(O)OC1=C(C=C(C=C1C)CCC(=O)OCCCCCCCCCCCCCCCCCC)C(C)(C)C.C(C)(C)C1=C(C(=CC=C1)C(C)C)N=C1C(N(C2=CC=CC=C12)CC1=CC=C(C=C1)C)=O